N1(C=NC=C1)CCNC(=O)C1=CC2=C(N(C(=N2)NC=2SC3=C(N2)C=CC(=C3)OC(F)(F)F)C)C=C1 1-Methyl-2-(6-trifluoromethoxy-benzothiazol-2-ylamino)-1H-benzoimidazole-5-carboxylic acid (2-imidazol-1-yl-ethyl)-amide